FC(C=1C=C(C=C(C1)C(F)(F)F)C1=CC2=C(NC([C@H]3N(C2=O)CCN(C3)C(COC3=C(C=C(C=C3)OC(F)(F)F)Br)=O)=O)C=N1)(F)F (S)-8-(3,5-bis(trifluoromethyl)phenyl)-2-(2-(2-bromo-4-(trifluoromethoxy)phenoxy)acetyl)-1,3,4,12a-tetrahydropyrazino[1,2-a]pyrido[3,4-e][1,4]diazepine-6,12(2H,11H)-dione